FC=1C=C(C=CC1F)[C@H]1[C@@H](C1)NC=1C2=C(N=C(N1)OC1=CC=CC=C1)SC(=C2)C N-((1R,2S)-2-(3,4-difluorophenyl)cyclopropyl)-6-methyl-2-phenoxythieno[2,3-d]pyrimidin-4-amine